C(C)(C)N1C=NC(=C1)C1=CC=C(C#N)C=C1 4-(1-isopropyl-1H-imidazol-4-yl)benzonitrile